C(C1=CC=CC=C1)N1CCN(CC1)C1=C2C3=C(C=NC2=CC=C1)SC1=C(C3=O)C=C(C=C1)F (4-Benzylpiperazin-1-yl)-10-fluoro-12H-benzothiopyrano[2,3-c]Quinolin-12-one